[Na+].C(=C)C1=CC=C(COC=2C=C(C=3C=CC4=C(C=C(C=5C=CC2C3C54)S(=O)(=O)[O-])S(=O)(=O)[O-])S(=O)(=O)[O-])C=C1.[Na+].[Na+] 8-(4-vinylbenzyloxy)-1,3,6-pyrenetrisulfonic acid sodium salt